ONS(=O)(=O)C=1OC(=CC1)C(=O)N1CCCCC1 N-hydroxy-5-(piperidine-1-carbonyl)furan-2-sulfonamide